benzazepine-4-carboxamide N1=CC=C(CC2=C1C=CC=C2)C(=O)N